FC=1C=NC2=CC(=C(C=C2C1N1CCC2(CCN(C2)C(=O)OC(C)(C)C)CC1)OC)OC tert-butyl 8-(3-fluoro-6,7-dimethoxy-4-quinolyl)-2,8-diazaspiro[4.5]decane-2-carboxylate